5-(3,3-dimethyl-2-oxo-1-(pyrimidin-2-yl)indolin-4-yl)-N-(4-fluorophenyl)-2-(trifluoromethoxy)benzamide CC1(C(N(C2=CC=CC(=C12)C=1C=CC(=C(C(=O)NC2=CC=C(C=C2)F)C1)OC(F)(F)F)C1=NC=CC=N1)=O)C